5-(4,4,5,5-tetramethyl-1,3,2-dioxaborolan-2-yl)benzo[d]thiazol-2(3H)-one CC1(OB(OC1(C)C)C=1C=CC2=C(NC(S2)=O)C1)C